ClC=1C(N(C(=CC1OC([2H])([2H])C1=NC=C(C=C1F)F)C)C1=CC(=NC=C1C)N1N=C(C=C1)C1(CCCC1)O)=O (S)-3-chloro-4-((3,5-difluoropyridin-2-yl)methoxy-d2)-2'-(3-(1-hydroxycyclopentyl)-1H-pyrazol-1-yl)-5',6-dimethyl-2H-[1,4'-bipyridin]-2-one